3-amino-2,6-dimethyl-pyridin-4-ol NC=1C(=NC(=CC1O)C)C